C1(CC1)C1=CC(=CC(=N1)NC(=O)C=1C(N(C=C(C1)CNC[C@H](C)OC)C)=O)C1=C(C=C(C=C1)OC(F)F)C(=O)N1CC(C1)(F)F N-[6-cyclopropyl-4-[2-(3,3-difluoroazetidine-1-carbonyl)-4-(difluoromethoxy)phenyl]pyridin-2-yl]-5-[[[(2S)-2-methoxypropyl]amino]methyl]-1-methyl-2-oxopyridine-3-carboxamide